2-(4-(2-((tert-butyldimethylsilyl)oxy)ethoxy)-3,5-dimethylphenyl)-5-methyl-4-oxo-4,5-dihydrofuran [Si](C)(C)(C(C)(C)C)OCCOC1=C(C=C(C=C1C)C=1OC(C(C1)=O)C)C